3-(N-(2-(cyclopentyloxy)-5-(5-methylisoxazol-4-yl)phenyl)sulfamoyl)-4-cyclopropylbenzoic acid methyl ester COC(C1=CC(=C(C=C1)C1CC1)S(NC1=C(C=CC(=C1)C=1C=NOC1C)OC1CCCC1)(=O)=O)=O